ethyl 4-amino-1-(4-((5-fluoro-2-methoxybenzamido)methyl)phenyl)-3-(tetrahydro-2H-pyran-3-yl)-1H-pyrazole-5-carboxylate NC=1C(=NN(C1C(=O)OCC)C1=CC=C(C=C1)CNC(C1=C(C=CC(=C1)F)OC)=O)C1COCCC1